3,4-dihydro-2H-pyrano[3,2-b]benzofuran O1CCCC=2OC3=C(C21)C=CC=C3